ethylene glycol monoethyl ether acrylate C(C=C)(=O)OCCOCC